4-((4,4-difluoropiperidin-1-yl)methyl)-3-(trifluoromethyl)aniline FC1(CCN(CC1)CC1=C(C=C(N)C=C1)C(F)(F)F)F